4-(3-chloro-4-methylphenyl)-N-((5-(2,6-dioxopiperidin-3-yl)-4-oxo-5,6-dihydro-4H-thieno[3,4-c]pyrrol-1-yl)methyl)-2-methylbutanamide ClC=1C=C(C=CC1C)CCC(C(=O)NCC=1SC=C2C1CN(C2=O)C2C(NC(CC2)=O)=O)C